1-[2-(4-fluorophenyl)-3-(pyridin-4-yl)-6,7-dihydropyrazolo[1,5-a]pyrazin-5(4H)-yl]-2-methylprop-2-en-1-one FC1=CC=C(C=C1)C1=NN2C(CN(CC2)C(C(=C)C)=O)=C1C1=CC=NC=C1